1,3-dimethyl-isothiourea CNC(S)=NC